C(C)(C)OC(NC=1C=NC(=C(C1)OC)C#N)=O (6-cyano-5-methoxy-3-pyridyl)carbamic acid isopropyl ester